C(C)(=O)N[C@@H](CSC=1N(C=2N=C(NC(C2N1)=O)N)CC1=CC=C(C=C1)F)C(=O)NCCCOCCOCCOCCCN N2-acetyl-S-(2-amino-9-(4-fluorobenzyl)-6-oxo-6,9-dihydro-1H-purin-8-yl)-N-(3-(2-(2-(3-aminopropoxy)ethoxy)ethoxy)propyl)-L-cysteinamide